(S)-2-(5-((R)-pyrrolidin-3-yloxy)pentyl)-1,2,3,4-tetrahydro-1,8-naphthyridine N1C[C@@H](CC1)OCCCCC[C@@H]1NC2=NC=CC=C2CC1